CN1N=CC(=C1)C1=CC=2N(C=C1)C(=NN2)C(=O)NC=2C(=NC=C(C2)NC(CC2CN(CCC2)C)=O)C 7-(1-methyl-1H-pyrazol-4-yl)-N-(2-methyl-5-(2-(1-methylpiperidin-3-yl)acetamido)pyridin-3-yl)-[1,2,4]triazolo[4,3-a]pyridine-3-carboxamide